FC=1C=C(C=CC1)C1CNC2=C(O1)C=CC(=C2)[N+](=O)[O-] 2-(3-fluorophenyl)-6-nitro-3,4-dihydro-2H-benzo[b][1,4]oxazine